S(=O)(=O)(OCC(F)(F)F)C1=CC=C(C)C=C1 2,2,2-trifluoroethyl tosylate